lead-boron [B].[Pb]